4-tert-butoxycarbonylphenyl boronate B(OC1=CC=C(C=C1)C(=O)OC(C)(C)C)[O-]